COC1=CC=C(C=C1OC)O 4,5-dimethoxyphenol